2-[2-[tert-butyl-(dimethyl)silyl]oxyethoxy]-6-(difluoromethoxy)pyridine-4-carboxylic acid methyl ester COC(=O)C1=CC(=NC(=C1)OC(F)F)OCCO[Si](C)(C)C(C)(C)C